Cl.N[C@H](C(=O)N1[C@@H](C[C@@H](C1)O)C(=O)NCC1=CC=C(C=C1)C1=C(N=CS1)C)C(C)(C)C (2S,4S)-1-((S)-2-Amino-3,3-dimethylbutanoyl)-4-hydroxy-N-(4-(4-methylthiazol-5-yl)benzyl)pyrrolidine-2-carboxamide hydrochloride